C(C)OC(=O)N1CCN(CCC1)C1CCC(CC1)(C#N)C1=NC=C(C=C1)Br 4-[4-(5-bromopyridin-2-yl)-4-cyanocyclohexyl]-1,4-diazepan-1-carboxylic acid ethyl ester